NC([C@H](CCC(=O)OC(C)(C)C)N1C(C2=CC(=C(C=C2C1)N1CCN(CC1)C(=O)[O-])F)=O)=O (S)-4-(2-(1-amino-5-(tert-butoxy)-1,5-dioxopentan-2-yl)-6-fluoro-1-oxoisoindolin-5-yl)piperazine-1-carboxylate